tri-tert-butyl (5S,12S,16S)-1-(9H-fluoren-9-yl)-3,6,14-trioxo-5-{4-[(pyridine-3-carbonyl)amino]butyl}-2-oxa-4,7,13,15-tetraazaoctadecane-12,16,18-tricarboxylate C1=CC=CC=2C3=CC=CC=C3C(C12)COC(N[C@H](C(NCCCC[C@H](NC(N[C@@H](CCC(=O)OC(C)(C)C)C(=O)OC(C)(C)C)=O)C(=O)OC(C)(C)C)=O)CCCCNC(=O)C=1C=NC=CC1)=O